OC1=CC=C(C=C1)C[C@@H](CC(=O)NO)N1N=NC=C1CNS(=O)(=O)C=1SC(=CC1)C1=NC=CC=C1 (3S)-4-(4-hydroxyphenyl)-3-[5-[[[5-(2-pyridyl)-2-thienyl]sulfonylamino]methyl]triazol-1-yl]butanehydroxamic acid